CC(C(C)=O)(C(C)=O)C dimethyl-acetylacetone